1-[3-(trimethoxysilyl)hexyl]-2-imidazolidinone CO[Si](C(CCN1C(NCC1)=O)CCC)(OC)OC